(S)-N-(8,9-difluoro-6-oxo-1,4,5,6-tetrahydro-2H-pyrano[3,4-c]isoquinolin-1-yl)-3-(difluoromethyl)-N,1-dimethyl-1H-indazole-5-carboxamide FC=1C(=CC=2C3=C(NC(C2C1)=O)COC[C@H]3N(C(=O)C=3C=C1C(=NN(C1=CC3)C)C(F)F)C)F